2-methylpropane-1,2,3-triscarboxylic acid CC(CC(=O)O)(CC(=O)O)C(=O)O